FC(C1=C(C=C2CCCN(C2=C1)C1=CC2=C(N(C(N2C)=O)C)C(=C1)N1CCOCC1)C=1C=CC(=NC1)C(=O)[O-])F.[Li+] Lithium 5-(7-(difluoromethyl)-1-(1,3-dimethyl-7-morpholino-2-oxo-2,3-dihydro-1H-benzo[d]imidazol-5-yl)-1,2,3,4-tetrahydroquinolin-6-yl)picolinate